3-(4-methoxyphenoxy)-5,6,7,8-tetrahydro-1,6-naphthyridine COC1=CC=C(OC=2C=NC=3CCNCC3C2)C=C1